5-oxa-2,8-diazaspiro[3.5]nonane-2-carboxylate C1N(CC12OCCNC2)C(=O)[O-]